3-hydroxy-5-ethyl-2-cyclohexene OC1=CCCC(C1)CC